O=S1(COCCN1C1=CC=C(C=N1)[C@@H](CCN1CCC(CC1)O)NC(OCC1=CC=CC=C1)=O)=O benzyl (R)-(1-(6-(3,3-dioxido-1,3,4-oxathiazinan-4-yl)pyridin-3-yl)-3-(4-hydroxypiperidin-1-yl)propyl)carbamate